C[C@H]1N[C@H](CC(C1)C1=CC(=C(S1)C(=O)NC=1C=C(C=2N(C1)C=C(N2)C)F)F)C 5-[(2R,6S)-2,6-dimethylpiperidin-4-yl]-3-fluoro-N-[8-fluoro-2-methylimidazo[1,2-a]pyridin-6-yl]thiophene-2-carboxamide